FC(OC[C@@H]1CCC=2C(=NC(=CC2C2=C(C=C(C=C2)F)F)C(=O)OCC)O1)F ethyl (S)-2-((difluoromethoxy)methyl)-5-(2,4-difluorophenyl)-3,4-dihydro-2H-pyrano[2,3-b]pyridine-7-carboxylate